3-((tert-butyldimethylsilyl)oxy)-8-(3-hydroxy-3-methylbut-1-yn-1-yl)-6H-benzo[c]chromen-6-one [Si](C)(C)(C(C)(C)C)OC1=CC=C2C3=C(C(OC2=C1)=O)C=C(C=C3)C#CC(C)(C)O